2-[6-amino-5-[8-[2-[3-(7-fluoro-3-oxa-9-azabicyclo[3.3.1]nonan-9-yl)prop-1-ynyl]-4-pyridyl]-3,8-diazabicyclo[3.2.1]octan-3-yl]pyridazin-3-yl]phenol NC1=C(C=C(N=N1)C1=C(C=CC=C1)O)N1CC2CCC(C1)N2C2=CC(=NC=C2)C#CCN2C1COCC2CC(C1)F